pyrrolo[2,3-d]pyrimidine-7-carboxamide N1=CN=CC2=C1N(C=C2)C(=O)N